NC1=CC2=CN(N=C2C=C1C1=COC=C1)CCCC(=O)N 4-(5-amino-6-(furan-3-yl)-2H-indazol-2-yl)butanamide